tert-Butyl 9-(((trifluoromethyl)sulfonyl)oxy)-3-azaspiro[5.5]undec-8-ene-3-carboxylate Lithium [Li].FC(S(=O)(=O)OC1=CCC2(CCN(CC2)C(=O)OC(C)(C)C)CC1)(F)F